CC=1C(=NC=CC1N1CC2(C1)CN(CC2)C2=CN=C1C(=N2)N(N=C1)C1COC1)C(F)(F)F 6-(2-(3-methyl-2-(trifluoromethyl)pyridin-4-yl)-2,6-diazaspiro[3.4]octan-6-yl)-1-(oxetan-3-yl)-1H-pyrazolo[3,4-b]pyrazine